C(CCCCCCCCO)O nonylene alcohol